CN(C(=O)[C@@H]1N(CC(C1)=O)C(=O)OC(C)(C)C)C tert-butyl (R)-2-(dimethylcarbamoyl)-4-oxopyrrolidine-1-carboxylate